NC1=CC=C(C=N1)C1CCN(CC1)C(=O)C1=NC=C(C(=C1)OC)C1=CC=C(C=C1)F (6-Amino-3',4',5',6'-tetrahydro-2'H-[3,4']bipyridinyl-1'-yl)-[5-(4-fluoro-phenyl)-4-methoxy-pyridin-2-yl]methanone